trimethoxysilyl-2-(dimethylamino)(triethoxysilylpropylamino)methylsilylethylene CO[Si](OC)(OC)C(=CN(C)C)[SiH2]CNCCC[Si](OCC)(OCC)OCC